tert-butyl 5-(4-formylcyclohexyl)-2,5-diazabicyclo[2.2.1]heptane-2-carboxylate C(=O)C1CCC(CC1)N1C2CN(C(C1)C2)C(=O)OC(C)(C)C